BrCC(=O)C1=CC=C(C=C1)S(=O)(=O)N1CCOCC1 2-bromo-1-(4-(morpholinosulfonyl)phenyl)ethan-1-one